NC=1C=C(C=C(C1)OC)S(=O)(=O)NC(C)(C)C 3-amino-N-(tert-butyl)-5-methoxybenzenesulfonamide